FC(OC1=CC=CC2=CN([C@H]3C=4N(C(=C21)C3)C3=C(N4)C=CC(=C3)C=3C=NC(=NC3)C(C)(C)O)CCO)F (7R,14R)-1-(difluoromethoxy)-6-(2-hydroxyethyl)-11-[2-(2-hydroxypropan-2-yl)pyrimidin-5-yl]-6,7-dihydro-7,14-methanobenzimidazo[1,2-b][2,5]benzodiazocin